BrC1=C(C=C(C=C1)C)CCC(C)=O 4-(2-bromo-5-methylphenyl)butan-2-one